Cl.Cl.COC=1C=C(C=CC1)C1=CC2=C(NC(=N2)CCN)C=C1 2-(5-(3-methoxyphenyl)-1H-benzo[d]imidazol-2-yl)ethan-1-amine dihydrochloride